O1N=BC=C1 Oxazaborole